7-(chlorosulfonyl)-5-methyl-1H-indazole-3-carboxylic acid ClS(=O)(=O)C=1C=C(C=C2C(=NNC12)C(=O)O)C